CC=1C2=C(N=C(N1)NC1=C(C=C(C=C1)C1=NN=CN1C)[N+](=O)[O-])C(=NC=C2)NCC(C)(C)C methyl-N2-(4-(4-methyl-4H-1,2,4-triazol-3-yl)-2-nitrophenyl)-N8-neopentylpyrido[3,4-d]pyrimidine-2,8-diamine